C(CCCCCCCCCCC)[Sn](CCCCCCCCCCCC)=O di(dodecyl)tin oxide